(±)-2,3-dihydro-5,6-dimethoxy-2-[[1-(phenylmethyl)-4-piperidinyl]methyl]-1H-inden-1-one COC=1C=C2C[C@H](C(C2=CC1OC)=O)CC1CCN(CC1)CC1=CC=CC=C1 |r|